FC(C=1C(=NC=CC1)OCC(C)(C)NC(C[C@@H]1N(CCC1)C)=O)F (R)-N-(1-((3-(difluoromethyl)pyridin-2-yl)oxy)-2-methyl-propan-2-yl)-2-(1-methylpyrrolidin-2-yl)acetamide